(S)-2-((((9H-fluoren-9-yl)methoxy)carbonyl)amino)-3-(2-fluorophenyl)propanoic acid C1=CC=CC=2C3=CC=CC=C3C(C12)COC(=O)N[C@H](C(=O)O)CC1=C(C=CC=C1)F